N-[2-(6-chlorooxazolo[5,4-b]pyridin-2-yl)-2-azaspiro[3.3]heptane-6-yl]-5-methylsulfonyl-furan-2-carboxamide ClC=1C=C2C(=NC1)OC(=N2)N2CC1(C2)CC(C1)NC(=O)C=1OC(=CC1)S(=O)(=O)C